cyclohexene-2-ethanol C1=C(CCCC1)CCO